NC1=C(C(=O)NCCCCCCNC(C2=C(C=CC=C2)N)=O)C=CC=C1 1,6-bis(2-aminobenzoylamino)hexane